C[C@@H](CO)CN1CCOCC1 (2R)-2-methyl-3-morpholino-propan-1-ol